C(C)(=O)N1CCN(CC1)C(=O)C=1C=C2CCN(CC2=CC1)CC(CN1CC2=CC=CC=C2CC1)O 6-(4-Acetylpiperazine-1-carbonyl)-2-(3-(3,4-dihydroisoquinolin-2(1H)-yl)-2-hydroxypropyl)-3,4-Dihydroisoquinolin